6-fluoro-5-piperazin-1-yl-3-(2-tetrahydrofuran-3-yloxy-3-pyridyl)pyrazolo[1,5-a]pyrimidine FC=1C(=NC=2N(C1)N=CC2C=2C(=NC=CC2)OC2COCC2)N2CCNCC2